ClC(C(=CC(F)(F)F)F)(F)F 1-chloro-1,1,2,4,4,4-hexafluorobut-2-ene